2-((4-(aminomethyl)benzyl)thio)-4-ethyl-6-(3-hydroxypyrrolidin-1-yl)pyridine-3,5-dicarbonitrile, hydrochloride salt Cl.NCC1=CC=C(CSC2=NC(=C(C(=C2C#N)CC)C#N)N2CC(CC2)O)C=C1